1,3-bis(4-carboxyphenyl)-1,1,3,3-tetramethyldisiloxane C(=O)(O)C1=CC=C(C=C1)[Si](O[Si](C)(C)C1=CC=C(C=C1)C(=O)O)(C)C